(S)-4-{3-[(1,3-Dimethyl-azetidin-3-yl)-hydroxy-(4-trifluoromethoxy-phenyl)-methyl]-phenyl}-piperidine-1-carboxylic acid tert-butyl ester C(C)(C)(C)OC(=O)N1CCC(CC1)C1=CC(=CC=C1)[C@](C1=CC=C(C=C1)OC(F)(F)F)(O)C1(CN(C1)C)C